3,4-diaminophenylmercaptan NC=1C=C(C=CC1N)S